3,3-diMethyl-1,4-oxazin-6-amine CC1(COC(=CN1)N)C